propane-thiol C(CC)S